2-(3-((2-(7-Bromobenzofuran-5-yl)-2-oxoethyl)(ethyl)amino)-2-(methoxymethoxy)phenyl)acetic acid ethyl ester C(C)OC(CC1=C(C(=CC=C1)N(CC)CC(=O)C=1C=C(C2=C(C=CO2)C1)Br)OCOC)=O